BrC1=CC=C(S1)C1=C(SC=C1)C(=O)O (5-bromothiophene-2-yl)thiophene-2-carboxylic acid